NC1=NC(=NN1C)C1=CC=C(C=C1)C=NN=C1SCC(N1C1=C(C=CC=C1)C(C)C)=O 2-[[4-(5-Amino-1-methyl-1,2,4-triazol-3-yl)phenyl]methylenehydrazono]-3-(2-isopropylphenyl)thiazolidin-4-on